3-((S)-2-oxopiperidin-3-yl)propanoate O=C1NCCC[C@H]1CCC(=O)[O-]